C(C)[SiH2]OCCOCC1=C(C=CC=C1)O ethyl-(hydroxyphenyl)methoxyethoxysilane